OCCOC=1C=C2C(=NC1)C=CN2C[C@@H]2CC[C@H](CC2)C(=O)OC methyl trans-4-[[6-(2-hydroxyethoxy)pyrrolo[3,2-b]pyridin-1-yl]methyl]cyclohexanecarboxylate